(R)-1-(benzyloxy) prop-2-yl-4-methylbenzenesulfonate CC(C)C1=C(C=CC(=C1)C)S(=O)(=O)OOCC1=CC=CC=C1